O=C1NC(CCC1N1C(N(C2=C1C=CC(=C2)C2=CC=C(C=C2)[C@@H](C(=O)NC2=CC1=CC(=C(C(=C1C=C2)F)N2S(NC(C2)=O)(=O)=O)O)CO)C)=O)=O (2R)-2-[4-[1-(2,6-dioxo-3-piperidyl)-3-methyl-2-oxo-benzimidazol-5-yl]phenyl]-N-[5-fluoro-7-hydroxy-6-(1,1,4-trioxo-1,2,5-thiadiazolidin-2-yl)-2-naphthyl]-3-hydroxy-propanamide